1,1,2,2-tetrafluorohexyl-2,2,3,3-tetrafluoropropyl ether FC(C(CCCC)(F)F)(F)C(C(COCC(C(C(C(CCCC)(F)F)(F)F)(F)F)(F)F)(F)F)(F)F